tert-butyl 1-(1-(6-(((1r,4r)-4-(3-chloro-4-cyanophenoxy)cyclohexyl) carbamoyl) pyridazin-3-yl)piperidin-4-yl)-1-oxo-5,8,11,14-tetraoxa-2-azaheptadecan-17-oate ClC=1C=C(OC2CCC(CC2)NC(=O)C2=CC=C(N=N2)N2CCC(CC2)C(NCCOCCOCCOCCOCCC(=O)OC(C)(C)C)=O)C=CC1C#N